tert-Butyl 4-(((1-isopropyl-1H-pyrazol-4-yl)sulfonyl)methyl)piperidine-1-carboxylate C(C)(C)N1N=CC(=C1)S(=O)(=O)CC1CCN(CC1)C(=O)OC(C)(C)C